COC1=CC=C(CNC(=O)N2C=CC3=CC=CC=C23)C=C1 N-(4-Methoxybenzyl)-1H-indole-1-carboxamide